FC(C1=NN(C=C1NC(=O)C1=NC(=CC=C1)C1=NNC=C1)C1CN(C1)C1CCN(CC1)C(CO)=O)F N-(3-(difluoromethyl)-1-(1-(1-(2-hydroxyacetyl)piperidin-4-yl)azetidin-3-yl)-1H-pyrazol-4-yl)-6-(1H-pyrazol-3-yl)-2-pyridineamide